C(C1=CC=C(C(=O)OCCCCOC=C)C=C1)(=O)OCCCCOC=C bis(4-(vinyloxy) butyl) terephthalate